1,5-bis(3-methoxy-4-tetradecoxyphenyl)-3-oxo-1,5-pentanedisulfonic acid diammonium salt [NH4+].[NH4+].COC=1C=C(C=CC1OCCCCCCCCCCCCCC)C(CC(CC(S(=O)(=O)[O-])C1=CC(=C(C=C1)OCCCCCCCCCCCCCC)OC)=O)S(=O)(=O)[O-]